5-bromo-2-[(3R)-3-fluoropyrrolidin-1-yl]pyrimidine BrC=1C=NC(=NC1)N1C[C@@H](CC1)F